2-(6-{[(3S)-3-(2,3-Dichloro-6-fluorophenyl)-1-(prop-2-enoyl)pyrrolidin-3-yl]amino}-4-fluoro-3-methylindazol-2-yl)-N-methylacetamide ClC1=C(C(=CC=C1Cl)F)[C@@]1(CN(CC1)C(C=C)=O)NC=1C=C(C2=C(N(N=C2C1)CC(=O)NC)C)F